ClC1=NC=C(C(=N1)NC1=CC(=C(C=C1)[N+](=O)[O-])C(F)(F)F)OC 2-chloro-5-methoxy-N-(4-nitro-3-(trifluoromethyl)phenyl)pyrimidin-4-amine